C(C)N1N=C(C2=C1C(NCC1(CCOCC1)C2)=O)C[C@H](COC(C2=CC(=CC=C2)C(NC)=O)=O)C 3-(Methylcarbamoyl)benzoic acid [(2R)-3-(1-ethyl-8-oxo-spiro[6,7-dihydro-4H-pyrazolo[3,4-c]azepin-5,4'-tetrahydropyran]-3-yl)-2-methyl-propyl] ester